water Sodium sulfate S(=O)(=O)([O-])[O-].[Na+].O.[Na+]